2-hydroxy-benzoate (ethyl benzoate) C(C)C1=C(C(=O)O)C=CC=C1.OC1=C(C(=O)O)C=CC=C1